(1S,2S)-N-(6-(((R)-1-(6-chloro-8-(3-methyl-2,4-dioxoimidazolidin-1-yl)imidazo[1,2-a]pyridin-2-yl)ethyl)amino)pyrimidin-4-yl)-2-(4-methylpyrimidin-2-yl)cyclopropane-1-carboxamide ClC=1C=C(C=2N(C1)C=C(N2)[C@@H](C)NC2=CC(=NC=N2)NC(=O)[C@@H]2[C@H](C2)C2=NC=CC(=N2)C)N2C(N(C(C2)=O)C)=O